COC(=O)C1=C(C=C(C=C1)[Mg]Cl)C (4-(methoxycarbonyl)-3-methylphenyl)magnesium chloride